[Cl-].ClC1=CC2=C3C(C[NH2+]CC2)COCC3=C1 9-Chloro-3,3a,4,5,6,7-hexahydro-1H-isochromeno[4,5-cd]azepin-5-ium chloride